N-[2-cyano-4-fluoro-3-[4-oxo-3-(3-phenylpropyl)quinazolin-6-yl]oxyphenyl]cyclopentanesulfonamide C(#N)C1=C(C=CC(=C1OC=1C=C2C(N(C=NC2=CC1)CCCC1=CC=CC=C1)=O)F)NS(=O)(=O)C1CCCC1